allyl (12aS)-8-methoxy-6-oxo-12-((tetrahydro-2H-pyran-2-yl)oxy)-9-((triisopropylsilyl)oxy)-12a,13-dihydro-6H-benzo[5,6][1,4]diazepino[1,2-a]indole-11(12H)-carboxylate COC1=CC2=C(N(C([C@H]3N(C4=CC=CC=C4C3)C2=O)OC2OCCCC2)C(=O)OCC=C)C=C1O[Si](C(C)C)(C(C)C)C(C)C